CC=1C(=C(C=CC1)NS(=O)(=O)C)CNC1=NC(=NC=C1C(F)(F)F)NC1=CC=C(C=C1)C1=NN=NN1 N-{3-methyl-2-({[2-{[4-(1H-tetrazol-5-yl)phenyl]amino}-5-(trifluoromethyl)pyrimidin-4-yl]amino}methyl)phenyl}methanesulfonamide